(R)-3-fluorobenzol FC=1C=CC=CC1